dipropylphenoxyphosphine C(CC)P(OC1=CC=CC=C1)CCC